C(CCCCCCCCCCC)N1CCCCCC1 1-dodecyl-azepane